N-methyl-N-(2-((2-((6-(4-methylpiperazin-1-yl)pyridin-3-yl)amino)-7H-pyrrolo[2,3-d]pyrimidin-4-yl)amino)phenyl)methanesulfonamide CN(S(=O)(=O)C)C1=C(C=CC=C1)NC=1C2=C(N=C(N1)NC=1C=NC(=CC1)N1CCN(CC1)C)NC=C2